OC1C2=CC=CC=C2C=2C=CC=CC2C1O 9,10-dihydro-9,10-dihydroxyl-phenanthrene